N1CC(C1)OC(=O)N1CCNCC1 azetidin-3-yl-piperazine-1-carboxylate